(3-(isobutylcarbamoyl)phenyl)-5-nitrofuran-2-carboxamide C(C(C)C)NC(=O)C=1C=C(C=CC1)C1=C(OC(=C1)[N+](=O)[O-])C(=O)N